OC=1C=C(C=CC1)C=C(CC)C1=CC=CC=C1 1-(3'-hydroxyphenyl)-2-phenylbut-1-ene